NC1=CC(=C2C(=N1)C=C(S2)C2=CC=NN2)N[C@@H](CO)CC(C)C (R)-2-((5-amino-2-(1H-pyrazol-5-yl)thieno[3,2-b]pyridin-7-yl)amino)-4-methyl-1-pentanol